C1(CC1)C([C@H](NC(=O)C1=CC=NN1CC)C=1N=C2N(N=C(C=C2)CC2(C(NCC(C2)O)=O)C(=O)O)C1)C1CC1 3-((2-((S)-2,2-dicyclopropyl-1-(1-ethyl-1H-pyrazole-5-carboxamido)ethyl)imidazo[1,2-b]pyridazin-6-yl)methyl)-5-hydroxy-2-oxopiperidine-3-carboxylic acid